C[N+](CCOC(=O)OC1=CC=CC=C1)(CCOC(=O)OC1=CC=CC=C1)C N,N-dimethyl-2-[(phenoxycarbonyl)oxy]-N-[2-[(phenoxycarbonyl)oxy]ethyl]ethanaminium